NC=1C=C(C(=NC1)C(=O)N(C)C)C(F)F 5-amino-3-(difluoromethyl)-N,N-dimethylpicolinamide